5-(4-((4-cyclopropylmorpholin-3-yl)methoxy)phenyl)-2-oxo-6-(trifluoromethyl)-1,2-dihydropyridine-3-carboxamide C1(CC1)N1C(COCC1)COC1=CC=C(C=C1)C=1C=C(C(NC1C(F)(F)F)=O)C(=O)N